1-isobutyl-1H-imidazo[4,5-c]quinoline-4-amine C(C(C)C)N1C=NC=2C(=NC=3C=CC=CC3C21)N